OC(COC1=CC(=NC=C1)C=1N=C(C2=C(N1)CCC2)N(CCN2CCOCC2)C)(C)C 2-({2-[4-(2-hydroxy-2-methylpropoxy)pyridin-2-yl]-5H,6H,7H-cyclopenta[d]pyrimidin-4-yl}(methyl)amino)-1-(morpholin-4-yl)ethan